N-{[2-(cyclopropylmethoxy)phenyl]methyl}-5-{2-acetamidoimidazo[1,2-b]pyridazin-6-yl}-2,6-dimethylpyridine-3-carboxamide C1(CC1)COC1=C(C=CC=C1)CNC(=O)C=1C(=NC(=C(C1)C=1C=CC=2N(N1)C=C(N2)NC(C)=O)C)C